O=C1NC(CCC1N1C(C2=CC=CC(=C2C1=O)N1CCC(CC1)CCCO)=O)=O 2-(2,6-dioxopiperidin-3-yl)-4-[4-(3-hydroxypropyl)piperidin-1-yl]-2,3-dihydro-1H-isoindole-1,3-dione